(E)-1-(2-Hydroxy-4-phenylmethoxyphenyl)-3-[4-(trifluoromethoxy)phenyl]prop-2-en-1-one OC1=C(C=CC(=C1)OCC1=CC=CC=C1)C(\C=C\C1=CC=C(C=C1)OC(F)(F)F)=O